ClC1=C(C=CC=C1)C(=O)N1C(=NCC1)N1CCNCC1 (2-chlorophenyl)-[2-(1-piperazinyl)-4,5-dihydroimidazol-1-yl]methanone